NC=1C=C(C#N)C=CC1 3-amino-benzonitrile